CN1CCN(CC1)C(=O)C1=CC=C(C=C1)NC1=NC=NC(=C1)N1OCC[C@@H]1C1=CC=CC=C1 (R)-(4-methylpiperazin-1-yl)(4-((6-(3-phenylisoxazolidin-2-yl)pyrimidin-4-yl)amino)phenyl)meth-anone